(9H-Fluoren-9-yl)methyl ((5-chloro-2-((2-formylphenyl)thio)pyridin-3-yl)methyl)carbamate ClC=1C=C(C(=NC1)SC1=C(C=CC=C1)C=O)CNC(OCC1C2=CC=CC=C2C=2C=CC=CC12)=O